F[P-](F)(F)(F)(F)F.C(C)N1C(=[N+](C=C1)C)C 1-ethyl-2,3-dimethylimidazolium hexafluorophosphate